2-bromo-6-methyl-6,7-dihydro-5H-pyrazolo[5,1-b][1,3]Oxazine-3-carboxylic acid ethyl ester C(C)OC(=O)C=1C(=NN2C1OCC(C2)C)Br